1-(1,2-benzoxazol-3-yl)-2-chloro-ethanone O1N=C(C2=C1C=CC=C2)C(CCl)=O